(3aR,4R,4aR,5aS,6S,6aS)-2-(4-(3-(4-Methoxybenzoyl)oxiran-2-yl)phenyl)-4,4a,5,5a,6,6a-hexahydro-4,6-ethenocyclopropa[f]isoindole-1,3(2H,3aH)-dione COC1=CC=C(C(=O)C2C(O2)C2=CC=C(C=C2)N2C([C@@H]3[C@H]4[C@H]5[C@@H]([C@@H]([C@@H]3C2=O)C=C4)C5)=O)C=C1